N1=C(C=C2C3(OCCN21)CCC3)S(=O)(=O)N 6',7'-dihydrospiro[cyclobutane-1,4'-pyrazolo[5,1-c][1,4]oxazine]-2'-sulfonamide